4-bromo-2-(2-carboxypropan-2-yl)benzoic acid BrC1=CC(=C(C(=O)O)C=C1)C(C)(C)C(=O)O